C(C)C1=CC=C(NC1=O)C1CN(CC1)C1=CC(=NC(=C1)F)C(=O)NC 4-(3-(5-ethyl-6-oxo-1,6-dihydropyridin-2-yl)pyrrolidin-1-yl)-6-fluoro-N-methylpyridineamide